piperidine-3-carboxylic acid (2-methoxy-1,1-dimethyl-ethyl)-amide COCC(C)(C)NC(=O)C1CNCCC1